sodium cis-6-hexadecenoate C(CCCC\C=C/CCCCCCCCC)(=O)[O-].[Na+]